2-(N,N-dimethylamino)-3-fluoropyridine-5-boronic acid pinacol ester hydrochloride Cl.CN(C)C1=NC=C(C=C1F)B1OC(C)(C)C(C)(C)O1